N-(5-amino-2-((2-(dimethylamino)ethyl)(methyl)amino)-4-methoxyphenyl)acrylamide NC=1C(=CC(=C(C1)NC(C=C)=O)N(C)CCN(C)C)OC